1-(3-(1-(cyclopropylsulfonyl)-3-fluoro-3-azetidinyl)benzoyl)-D-prolinamide C1(CC1)S(=O)(=O)N1CC(C1)(F)C=1C=C(C(=O)N2[C@H](CCC2)C(=O)N)C=CC1